CC=1C(=NC=CC1)C1CCC(CC1)CCNC1CCCC1 1-({2-[4-(3-Methylpyridin-2-yl)cyclohexyl]ethyl}amino)-cyclopentan